6-amino-9-benzyl-2-(propylsulfonylimino)-7-(pyrrolidine-1-carbonyl)purin-8-one NC1=C2N(C(N(C2=NC(N1)=NS(=O)(=O)CCC)CC1=CC=CC=C1)=O)C(=O)N1CCCC1